BrC=1C=C2C3(CN(C2=CC1)C(=O)C1=CC(=CC=C1)S(=O)(=O)N1CC(CC1)F)CCCCC3 (5'-bromospiro[cyclohexane-1,3'-indolin]-1'-yl)(3-((3-fluoropyrrolidin-1-yl)sulfonyl)phenyl)methanone